FC1=C(C=CC(=C1)F)C(C(C1=NC=C(C=C1)C1=CC=C(C=C1)OC(F)(F)F)(F)F)(CN1N=NN=C1)O 2-(2,4-difluoro-phenyl)-1,1-difluoro-3-(tetrazol-1-yl)-1-[5-[4-(trifluoromethoxy)phenyl]-2-pyridyl]propan-2-ol